5-Chlorothiophene-2-carbonitrile ClC1=CC=C(S1)C#N